ClC1=C(OC=2C=C[C-](N(C2)C(C)C)O)C(=CC(=C1)[N+](=O)[O-])Cl 5-(2,6-dichloro-4-nitrophenoxy)-1-isopropyl-2-hydroxypyridineid